6-(1-difluoromethyl-1H-pyrazol-4-yl)-4-(6-(4-(3-(methylsulfonyl)benzyl)piperazin-1-yl)pyridin-3-yl)pyrazolo[1,5-a]pyridine-3-carbonitrile FC(N1N=CC(=C1)C=1C=C(C=2N(C1)N=CC2C#N)C=2C=NC(=CC2)N2CCN(CC2)CC2=CC(=CC=C2)S(=O)(=O)C)F